FC1=CC=C(C=C1)C1=NN2C(C3CCC2C3)=C1C(=O)O 2-(4-fluorophenyl)-4,5,6,7-tetrahydro-4,7-methanopyrazolo[1,5-a]pyridine-3-carboxylic acid